1-methyl-N-((6-(pyridin-4-ylmethoxy)-1H-indol-2-yl)methyl)cyclopropane-1-carboxamide CC1(CC1)C(=O)NCC=1NC2=CC(=CC=C2C1)OCC1=CC=NC=C1